2-[3-(1,3-dioxoisoindolin-2-yl)propyl]-2-methyl-malonic acid diethyl ester C(C)OC(C(C(=O)OCC)(C)CCCN1C(C2=CC=CC=C2C1=O)=O)=O